C(#N)C1=CC=C(C=C1)C=1C(=NN(C1O)C1=CC=C(C=N1)S(=O)(N(C)C)=NC)C 6-(4-(4-cyanophenyl)-5-hydroxy-3-methyl-1H-pyrazol-1-yl)-N,N,N'-trimethylpyridine-3-sulfonimidamide